COCCN1C(=NC=C1)C=1N=C(C2=C(N1)SC(=C2C2=CC=CC=C2)C2=NN(C=C2)C)O 2-[1-(2-methoxyethyl)-1H-imidazol-2-yl]-6-(1-methyl-1H-pyrazol-3-yl)-5-phenylthieno[2,3-d]pyrimidin-4-ol